O=C([C@H](O)[C@@H](O)[C@H](O)[C@H](O)CO)O.NCCNCCNCCN triethylenetetramine gluconate